BrC1=C(C=CC=C1)C1C2=C(CN(C1)C(=O)OC(C)(C)C)SC(=C2F)C#N tert-butyl 4-(2-bromophenyl)-3-fluoro-2-cyano-4,7-dihydrothieno[2,3-c]pyridine-6(5H)-carboxylate